5-{[(2R,3S)-1-[(7-chloro-6-oxo-5H-1,5-naphthyridin-3-yl)methyl]-2-methylazetidin-3-yl]oxy}-N-cyclopropylpyridine-2-carboxamide ClC=1C(NC=2C=C(C=NC2C1)CN1[C@@H]([C@H](C1)OC=1C=CC(=NC1)C(=O)NC1CC1)C)=O